ClCC(=O)N(CC1=CC=C(C=C1)F)C1=CC(=CC(=C1)F)F 2-chloro-N-(3,5-difluorophenyl)-N-[(4-fluorophenyl)methyl]acetamide